2-(2-Acetoxybenzoyl)oxybenzoyl chloride C(C)(=O)OC1=C(C(=O)OC2=C(C(=O)Cl)C=CC=C2)C=CC=C1